(1S,3S,5R)-5-(hydroxymethyl)-2-((4-phenoxybutanoyl)glycyl)-2-azabicyclo[3.1.0]-hexane-3-carboxylic acid OC[C@@]12C[C@H](N([C@H]2C1)C(CNC(CCCOC1=CC=CC=C1)=O)=O)C(=O)O